4-ethyl-heptyne C(C)C(CC#C)CCC